ethyl-4-methyl-3-pyridinemethanamine C(C)C1=NC=CC(=C1CN)C